C1(=C(C=CC=C1)C1=NC(=NC(=N1)Cl)C1=CC(=CC=C1)[Si](C1=CC=CC=C1)(C1=CC=CC=C1)C1=CC=CC=C1)C1=CC=CC=C1 2-([1,1'-biphenyl]-2-yl)-4-chloro-6-(3-(triphenylsilyl)phenyl)-1,3,5-triazine